(Z)-1,3,5-undecatriene C=C\C=C/C=CCCCCC